BrC1=C(C2=C(OC(OC2)(F)F)C=C1)C=1C=C(C=CC1F)C=1C2=C(N=NC1)N(C=N2)CC 4-(3-(6-bromo-2,2-difluorobenzo[d][1,3]dioxin-5-yl)-4-fluorophenyl)-7-ethyl-7H-imidazo[4,5-c]pyridazine